COCC#CC(=O)N1CCC(CC1)[C@@H]1CCNC=2N1N=C(C2C(=O)N)C2=CC=C(C=C2)OC2=CC=CC=C2 (S)-7-(1-(4-Methoxybut-2-ynoyl)piperidin-4-yl)-2-(4-phenoxyphenyl)-4,5,6,7-tetrahydropyrazolo[1,5-a]pyrimidine-3-carboxamide